NC1=NC(=NC=C1)C=1C=NN(C1OCC[C@H](C)NC1=C(C=NC(=C1)Cl)C1=NC=C(C=C1)C(C)(C)O)C (S)-2-(4'-((4-((4-(4-Aminopyrimidin-2-yl)-1-methyl-1H-pyrazol-5-yl)oxy)butan-2-yl)amino)-6'-chloro-[2,3'-bipyridin]-5-yl)propan-2-ol